(S*)-N5-(2-((2r,5S)-5-amino-1,3-dioxan-2-yl)ethyl)-N7,3-dimethyl-3-phenyl-2,3-dihydrobenzofuran-5,7-dicarboxamide NC1COC(OC1)CCNC(=O)C=1C=C(C2=C([C@@](CO2)(C2=CC=CC=C2)C)C1)C(=O)NC |o1:17|